3-{4-[4-(4-chlorobenzyloxy)thiophen-3-yl]-1H-1,2,3-triazol-1-yl}piperidine-2,6-dione ClC1=CC=C(COC=2C(=CSC2)C=2N=NN(C2)C2C(NC(CC2)=O)=O)C=C1